[Li+].P(=O)([O-])([O-])[O-].[Fe+2].[Li+].FC(CC[SiH](N([Si](C)(C)CC=C)CC=C)CCC(F)(F)F)(F)F bis(trifluoropropyl)bis(allyl)dimethyldisilazane LITHIUM IRON PHOSPHATE LITHIUM